3,7-Dimethyloctanenitril CC(CC#N)CCCC(C)C